5-(1-Isothiazol-5-ylethoxy)-7-[5-methyl-1-(4-piperidyl)triazol-4-yl]imidazo[1,2-a]pyridine-3-carbonitrile S1N=CC=C1C(C)OC1=CC(=CC=2N1C(=CN2)C#N)C=2N=NN(C2C)C2CCNCC2